N1=C(C=CC=C1)C1(CC1)NC(=O)[C@@H]1CN(CC[C@H]1NC(=O)C1=NOC(=C1)C1=C(C=C(C=C1F)F)F)CC1CC1 (3R,4R)-1-cyclopropylmethyl-4-{[5-(2,4,6-trifluoro-phenyl)-isoxazole-3-carbonyl]-amino}-piperidine-3-carboxylic acid (1-pyridin-2-yl-cyclopropyl)-amide